(4-fluorophenyl)methanesulfonic acid FC1=CC=C(C=C1)CS(=O)(=O)O